FC1=CC=C2C(=CC(=NC2=C1)C1=CC=C(C=C1)C)CCC(=O)NO 3-(7-fluoro-2-(p-tolyl)quinolin-4-yl)-N-hydroxypropanamide